1,3-Dihydro-3,3-dimethyl-2H-indol-2-one CC1(C(NC2=CC=CC=C12)=O)C